cis-2,6-dimethyl-4-(piperidin-4-ylmethyl)morpholine trifluoroacetate salt FC(C(=O)O)(F)F.C[C@@H]1CN(C[C@@H](O1)C)CC1CCNCC1